C(CCCCCCCCCCC)SSCCC(C(=O)O)(CN(CCC(=O)O)CCN(CCNCCC(OCCSSCCCCCCCCCCCC)=O)C)CCSSCCCCCCCCCCCC.C(C)(=O)O[C@H]1[C@H](OC(C)=O)[C@@H](OC(C)=O)[C@H](OC(C)=O)[C@H](O1)COC(C)=O penta-O-acetyl-β-D-glucose bis(2-(dodecyldisulfanyl)ethyl)3,3'-((3-methyl-9-oxo-10-oxa-13,14-dithia-3,6-diazahexacosyl)azanediyl)dipropionate